phthalimide pyridine salt N1=CC=CC=C1.C1(C=2C(C(N1)=O)=CC=CC2)=O